6-(3-(dimethylamino)propoxy)undecanedioic acid hydrochloride Cl.CN(CCCOC(CCCCC(=O)O)CCCCC(=O)O)C